C(C1=CC=CC=C1)NCCNCC1=CC=CC=C1 r-dibenzylethylenediamine